C(C1=CC=CC=C1)OC=1C=C2C(=NC(=NC2=CC1OC)Cl)Cl 6-(benzyloxy)-2,4-dichloro-7-methoxyquinazoline